1-(2-fluoro-2-(4-(trifluoromethoxy)phenyl)ethyl)-4-(1-(m-tolyl)-1H-1,2,3-triazol-4-yl)piperidine FC(CN1CCC(CC1)C=1N=NN(C1)C=1C=C(C=CC1)C)C1=CC=C(C=C1)OC(F)(F)F